C(C(=C)C)(=O)[O-] (E)-methacrylate